OC=1C=C(CNC(C2=C(C=CC(=C2)F)N2CCCCC2)=O)C=CC1OC N-(3-hydroxy-4-methoxybenzyl)-2-piperidinyl-5-fluorobenzamide